1-(5-((2,3-dihydrobenzo[b][1,4]dioxin-5-yl)amino)-7-(methylamino)pyrazolo[1,5-a]pyrimidin-3-yl)-3-(methyl-d3)urea O1C2=C(OCC1)C(=CC=C2)NC2=NC=1N(C(=C2)NC)N=CC1NC(=O)NC([2H])([2H])[2H]